C(#N)C=1C=C(C(=C(C1)NC1=NC=2N(C(=N1)NC1CC1)N=CC2C#N)C2CC2)N2[C@H](CN(CC2)C2CCS(CC2)(=O)=O)C (S)-2-((5-cyano-2-cyclopropyl-3-(4-(1,1-dioxidotetrahydro-2H-thiopyran-4-yl)-2-methylpiperazin-1-yl)phenyl)amino)-4-(cyclopropylamino)pyrazolo[1,5-a][1,3,5]triazine-8-carbonitrile